FC1=C(C=C(C=C1)F)C=1OC2=C(C(C1C(=O)O)=O)C=CC(=C2)Cl 2-(2,5-difluorophenyl)-3-carboxy-7-chloro-(4H)-4-benzopyrone